C(C)N1N=C(C=C1C=1NC(=NN1)C1=C2C=NN(C2=CC(=C1)C(=O)N)C(CN1CCCC1)C)C 4-[5-(1-ethyl-3-methyl-1H-pyrazol-5-yl)-4H-1,2,4-triazol-3-yl]-1-[1-(pyrrolidin-1-yl)propan-2-yl]-1H-indazole-6-carboxamide